C1(CCC1)N1C2CC(CC1CC2)N2CCC(CC2)C=2C=CC1=C(N(C(=N1)C1=CC=C(C=C1)S(=O)(=O)C)C)C2F 6-(1-(8-cyclobutyl-8-azabicyclo[3.2.1]octan-3-yl)piperidin-4-yl)-7-fluoro-1-methyl-2-(4-(methylsulfonyl)phenyl)-1H-benzo[d]imidazole